NC=1N=C(C2=C(N1)C=CN(C2=O)CC2=CC=C(C=C2)N2CCNCC2)NCCCC 2-amino-4-(butylamino)-6-(4-(piperazin-1-yl)benzyl)pyrido[4,3-d]pyrimidin-5(6H)-one